8-chloro-1-(2,6-dichlorophenyl)-2-(hydroxymethyl)-5-(3-hydroxypropyl)-1,6-naphthyridin-4(1H)-one ClC=1C=NC(=C2C(C=C(N(C12)C1=C(C=CC=C1Cl)Cl)CO)=O)CCCO